CN(C1CC2(C1)CCN(CC2)C2=C(C=C(C=C2)NC2=NC=NC(=C2)N2OCC[C@@H]2C2=CC=CC=C2)C)C (R)-N,N-dimethyl-7-(2-methyl-4-((6-(3-phenylisoxazolidin-2-yl)pyrimidin-4-yl)amino)phenyl)-7-Azaspiro[3.5]nonan-2-amine